amino-1,2,4,5-benzenetetracarboxylic acid NC1=C(C(=CC(=C1C(=O)O)C(=O)O)C(=O)O)C(=O)O